N1(C=NC=C1)CN1C(CC(C1)C1=C(C=C(C(=C1)F)F)F)=O 1-(1H-imidazol-1-ylmethyl)-4-(2,4,5-trifluorophenyl)pyrrolidin-2-one